2,6-dimethyl-s-indacene-1,5-dione CC=1C(C2=CC=3C=C(C(C3C=C2C1)=O)C)=O